5-(2-chloro-5-(hydroxymethyl)pyridin-3-yl)-2-(4-fluoro-3-methoxybenzyl)-7-((2-(methylamino)-1H-imidazol-1-yl)methyl)-3,4-dihydroisoquinolin-1(2H)-one ClC1=NC=C(C=C1C1=C2CCN(C(C2=CC(=C1)CN1C(=NC=C1)NC)=O)CC1=CC(=C(C=C1)F)OC)CO